CN1C(N(C(C=2NC=NC12)=O)CCC1=CC=CC=C1)=O 3-Methyl-1-phenethyl-3,7-dihydro-purine-2,6-dione